(S)-(3-(2-((1-hydroxy-3-methylbutan-2-yl)amino)-5-(trifluoromethyl)pyrimidin-4-yl)-1H-Indol-7-yl)dimethylphosphine oxide OC[C@H](C(C)C)NC1=NC=C(C(=N1)C1=CNC2=C(C=CC=C12)P(C)(C)=O)C(F)(F)F